2-[(9S)-7-(4-chlorophenyl)-4,5,13-trimethyl-3-thia-1,8,11,12-tetraazatricyclo[8.3.0.02,6]trideca-2(6),4,7,10,12-pentaen-9-yl]-1-(pyrrolidin-1-yl)ethan-1-one ClC1=CC=C(C=C1)C=1C=2C(=C(SC2N2C(=NN=C2[C@@H](N1)CC(=O)N1CCCC1)C)C)C